C(CCC\C=C/C\C=C/C\C=C/C\C=C/C\C=C/CC)OC(C(=O)OCC(CO)OC(C(CC)OCCCC\C=C/C\C=C/C\C=C/C\C=C/C\C=C/CC)=O)CC 3-Hydroxypropane-1,2-diyl bis(2-(((5Z,8Z,11Z,14Z,17Z)-icosa-5,8,11,14,17-pentaen-1-yl)oxy)butanoate)